5,5-dimethyl-5,6-dihydro-7H-pyrrolo[3,4-b]pyridin-7-one CC1(NC(C2=NC=CC=C21)=O)C